COC1=NC=CC=C1C1=CN2C(S1)=C(C=N2)C(=O)NC=2C(=NC=C(C2)NC(CN2CC(OCC2)C)=O)C 2-(2-methoxypyridin-3-yl)-N-(2-methyl-5-(2-(2-methylmorpholino)acetamido)pyridin-3-yl)pyrazolo[5,1-b]thiazole-7-carboxamide